CC1(S(CCC1)(=O)=O)C1=NC(=NC(=C1)N1[C@@H](COCC1)C)C1=C2C(=NC=C1)N(C=C2)S(=O)(=O)C2=CC=C(C)C=C2 2-Methyl-2-(6-((R)-3-methylmorpholino)-2-(1-tosyl-1H-pyrrolo[2,3-b]pyridin-4-yl)pyrimidin-4-yl)tetrahydrothiophene 1,1-dioxide